FC1=C(C(=CC(=C1)OC)F)N1C(=NC(=C1)C(=O)NCC1=CC=NC=C1)NC(C1=CC=C(C=C1)OC(F)F)=O 1-(2,6-Difluoro-4-methoxyphenyl)-2-[4-(difluoromethoxy)benzamido]-N-[(pyridin-4-yl)methyl]-1H-imidazole-4-carboxamide